Cl.BrC=1N=C(C(=NC1)N)OC=1C=NN(C1)C1CCNCC1 5-bromo-3-((1-(piperidin-4-yl)-1H-pyrazol-4-yl)oxy)pyrazin-2-amine hydrochloride